FC(OC1=C(C=C(C=C1)N1CC(N(C2(CN(C2)C(=O)NC)C1=O)CC1=CC=C(C=C1)C(F)(F)F)=O)F)F 8-(4-(difluoromethoxy)-3-fluorophenyl)-N-methyl-6,9-dioxo-5-(4-(trifluoromethyl)benzyl)-2,5,8-triazaspiro[3.5]nonane-2-carboxamide